6-((1R,2R)-2-ethylcyclopropane-1-carboxamido)-4-((3-methoxy-4-(2-methyl-2H-1,2,3-triazol-4-yl)pyridin-2-yl)amino)-N-(methyl-d3)pyridazine-3-carboxamide C(C)[C@H]1[C@@H](C1)C(=O)NC1=CC(=C(N=N1)C(=O)NC([2H])([2H])[2H])NC1=NC=CC(=C1OC)C1=NN(N=C1)C